3-fluoro-1H-pyrrole-2-carboxylate FC1=C(NC=C1)C(=O)[O-]